C(C)NCC.C1(=CC=CC=C1)S(=O)O benzenesulfinic acid diethylamine salt